C1(CCCCC1)C[C@H](C(=O)N1C[C@@H]([C@@H](CC1)NC(=O)C=1SC(=CN1)C)C(=O)OC)NC1CCCCC1 methyl (3S,4R)-1-((R)-3-cyclohexyl-2-(cyclohexylamino)propanoyl)-4-(5-methylthiazole-2-carboxamido)piperidine-3-carboxylate